N[C@@H]1[C@@H](OCC12CCN(CC2)C=2N=CC(=NC2)SC=2C(=C(C=CC2)NC(=O)NS(=O)(=O)N2CC(CC2)O)Cl)C N-((3-((5-((3S,4S)-4-amino-3-methyl-2-oxa-8-azaspiro[4.5]decan-8-yl)pyrazin-2-yl)thio)-2-chlorophenyl)carbamoyl)-3-hydroxypyrrolidine-1-sulfonamide